dimethyl-(biphenylyl)(dimethylindenopyridineyl)(phenyldibenzoselenophenyl)triazine CN1N(C(=C(C(=N1)C1=C(C=CC=2[Se]C3=C(C21)C=CC=C3)C3=CC=CC=C3)C3=NC2=C(C(=C3C)C)C=3C=CC=CC3C2)C2=C(C=CC=C2)C2=CC=CC=C2)C